tert-butyl N-[(5-bromopyridin-2-yl)methyl]carbamate BrC=1C=CC(=NC1)CNC(OC(C)(C)C)=O